C1CCCC12CC(NC(C2)=O)=O 8-azaspiro(4.5)-decane-7,9-dione